2-methyl-4,6-quinolinediamine tri-hydrochloride Cl.Cl.Cl.CC1=NC2=CC=C(C=C2C(=C1)N)N